NCCCCCCC1=CC=C(C=C1)S(=O)(=O)O p-aminohexyl-benzenesulfonic acid